OCCN1CCN(CC1)CCO N,N'-bis-(2-hydroxyethyl)piperazine